NC1=C(C=C(C=C1)C=1SC=CC1)NC(OCC1CCCC1)=O Cyclopentylmethyl (2-amino-5-(thiophen-2-yl)phenyl)carbamate